FC(C(=O)NC1=CC=2C(C=3N=C(N=CC3C2C(=C1)CN1CCNCC1)C(F)(F)F)=O)=C 2-fluoro-N-(9-oxo-5-(piperazin-1-ylmethyl)-2-(trifluoromethyl)-9H-indeno[2,1-d]pyrimidin-7-yl)acrylamide